2-butoxy-7-((6-methoxypyridin-2-yl)methyl)imidazo[2,1-f][1,2,4]triazin-4-amine C(CCC)OC1=NN2C(C(=N1)N)=NC=C2CC2=NC(=CC=C2)OC